(5-cyclopropyl-1H-pyrazol-3-yl)-(8-methyl-1,3,4,5-tetrahydropyrido[4,3-b]indol-2-yl)methanone C1(CC1)C1=CC(=NN1)C(=O)N1CC2=C(NC=3C=CC(=CC23)C)CC1